C1(CC1)C1=C(C(=C(C(=C1F)F)F)F)S(=O)(=O)N(C)C 2-cyclopropyl-3,4,5,6-tetrafluoro-N,N-dimethylbenzenesulfonamide